C(#N)CCNCCN1C(=NC2=C3CC[C@@H](NC3=CC=C21)C)CCN2C(C=CC=C2)=O (7S)-3-{2-[(2-Cyanoethyl)amino]ethyl}-7-methyl-2-[2-(2-oxo-1,2-dihydropyridin-1-yl)ethyl]-3H,6H,7H,8H,9H-imidazo[4,5-f]chinolin